C(C)C1(COC1)COCCCCC 3-ethyl-3-(pentoxymethyl)oxetane